3-(1-methylpyrazol-4-yl)quinoxalin-6-amine CN1N=CC(=C1)C=1C=NC2=CC=C(C=C2N1)N